NC1=NC(=CC(=C1)N[C@@](CO)(CCCC)C)CC1=CC=C(C=C1)C(=O)N1CCNCC1 (R)-2-amino-4-((1-hydroxy-2-methylhexan-2-yl)amino)-6-(4-(piperazine-1-carbonyl)benzyl)pyridine